NC1=C2N=C(N(C2=NC(=N1)OCCCC)CC1=C(C=C(C=C1)CN[C@@H](CO)[C@H](CC)C)OC)O 6-amino-2-butoxy-9-(4-((((2R,3S)-1-hydroxy-3-methylpentan-2-yl)amino)-methyl)-2-methoxybenzyl)-9H-purin-8-ol